3-(naphthalen-2-yl)cyclobutan-1-one O-(4-(trifluoromethyl)benzoyl) oxime FC(C1=CC=C(C(=O)ON=C2CC(C2)C2=CC3=CC=CC=C3C=C2)C=C1)(F)F